C(=C)N1C(N(CC1)C=C)=O N,N'-Divinylimidazolidinone